2-((Benzo[d]thiazol-5-ylmethyl)(isopropyl)amino)-2-oxoacetic acid S1C=NC2=C1C=CC(=C2)CN(C(C(=O)O)=O)C(C)C